ClC1=C(C(=CC=2C(=CCCC12)C=1C=C2C3=C(C(NC3=CC=C2)=O)C1)C#N)OCCCl 4-Chloro-3-(2-chloroethoxy)-8-(2-oxo-1,2-dihydrobenzo[cd]indol-4-yl)-5,6-dihydronaphthalene-2-carbonitrile